NC1=C(C(=O)OC(C)(C)C)C=CC=C1 tert-butyl 2-aminobenzoate